1-(3-(4-amino-7-methyl-5-(4-(4-methyl-1H-pyrazol-1-yl)phenyl)-7H-pyrrolo[2,3-d]pyrimidin-6-yl)pyrrolidin-1-yl)prop-2-en-1-one NC=1C2=C(N=CN1)N(C(=C2C2=CC=C(C=C2)N2N=CC(=C2)C)C2CN(CC2)C(C=C)=O)C